3-(3-chloro-4-(2-fluoro-4-hydroxy-3-isopropylbenzyl)-5-methylphenyl)-N-methylpropanamide ClC=1C=C(C=C(C1CC1=C(C(=C(C=C1)O)C(C)C)F)C)CCC(=O)NC